N1(CCC(CC1)C(=O)O)C(=O)O 1,4-Piperidine-dicarboxylic acid